tert-Butyl (S)-4-((S)-4-(tert-butoxy)-2-((S)-2-(5-chloro-1H-indole-2-carboxamido)-3-(naphthalen-2-yl)propanamido)-4-oxobutanamido)-5-((3,5-dimethoxyphenyl)amino)-5-oxopentanoate C(C)(C)(C)OC(C[C@@H](C(=O)N[C@@H](CCC(=O)OC(C)(C)C)C(=O)NC1=CC(=CC(=C1)OC)OC)NC([C@H](CC1=CC2=CC=CC=C2C=C1)NC(=O)C=1NC2=CC=C(C=C2C1)Cl)=O)=O